(R)-2-(acetamido)-3-mercapto-propionamide C(C)(=O)N[C@H](C(=O)N)CS